C(C)OC(=O)C1=CN=CN1C1=C(C=CC=C1)OC (2-methoxyphenyl)-1H-imidazole-5-carboxylic acid ethyl ester